t-butyl (3-bromopropyl)carbamate BrCCCNC(OC(C)(C)C)=O